The molecule is an oxoaporphine alkaloid that is 7H-dibenzo[de,g]quinolin-7-one which is substituted by methylenedioxy grups at the 1,2 and 9,10 positions. Compared with liriodenine, which lacks the 9,10-methylenedioxy group, cassameridine displays only moderate antifungal activity. It has a role as a plant metabolite. It is an organic heterohexacyclic compound, a cyclic acetal, a cyclic ketone, an organonitrogen heterocyclic compound and an oxoaporphine alkaloid. C1OC2=C(O1)C=C3C(=C2)C4=C5C(=CC6=C4OCO6)C=CN=C5C3=O